(1R,4R)-N1-(4-(5-(cyclopropyl-methyl)-1-methyl-1H-pyrazol-4-yl)-5-methylpyrimidin-2-yl)cyclohexane-1,4-diamine C1(CC1)CC1=C(C=NN1C)C1=NC(=NC=C1C)NC1CCC(CC1)N